C(=O)(OCC1C2=CC=CC=C2C2=CC=CC=C12)N[C@H](CC1=CC=C(C=C1)C(C1=CC=CC=C1)=O)C(=O)O Fmoc-4-benzoyl-D-phenylalanine